tert-butyl (S)-2-(6-chloroisoindolin-4-yl)pyrrolidine-1-carboxylate ClC1=CC(=C2CNCC2=C1)[C@H]1N(CCC1)C(=O)OC(C)(C)C